(1S,3S)-2,2-difluoro-3-((2-methyl-6-(3-methyl-4-(((4-(pyridin-3-yl)pyrimidin-2-yl)amino)methyl)isoxazol-5-yl)pyridin-3-yl)carbamoyl)cyclopropane-1-carboxylic acid FC1([C@@H]([C@H]1C(NC=1C(=NC(=CC1)C1=C(C(=NO1)C)CNC1=NC=CC(=N1)C=1C=NC=CC1)C)=O)C(=O)O)F